3-((4-(8-oxa-3-azabicyclo[3.2.1]octan-3-yl)-6-(3-(3-methoxyphenyl)-1H-pyrazol-1-yl)pyrimidin-2-yl)oxy)propane-1,2-diol C12CN(CC(CC1)O2)C2=NC(=NC(=C2)N2N=C(C=C2)C2=CC(=CC=C2)OC)OCC(CO)O